ClC=1C=C(C=CC1F)NC(N([C@H](C)C1=CNC(C2=CC=CC=C12)=O)CC)=O |r| racemic-3-(3-chloro-4-fluorophenyl)-1-ethyl-1-(1-(1-oxo-1,2-dihydroisoquinolin-4-yl)ethyl)urea